ethyl 5-(3-fluorophenyl)-7-phenylpyrazolo[1,5-a]pyrimidine-2-carboxylate FC=1C=C(C=CC1)C1=NC=2N(C(=C1)C1=CC=CC=C1)N=C(C2)C(=O)OCC